C1(CC1)C#CC1=C(C=CC(=C1)C(F)(F)F)NC(C(C)(C)N1N=CC(=C1)C#CC1CN(C1)C=1C=C2C(N(C(C2=CC1)=O)C1C(NC(CC1)=O)=O)=O)=O N-(2-(cyclopropylethynyl)-4-(trifluoromethyl)phenyl)-2-(4-((1-(2-(2,6-dioxopiperidin-3-yl)-1,3-dioxoisoindolin-5-yl)azetidin-3-yl)ethynyl)-1H-pyrazol-1-yl)-2-methylpropanamide